(2R,3R,4R,5R)-5-((benzoyloxy)methyl)-2-cyano-2-(3,5-dioxo-4,5-dihydro-1,2,4-triazin-2(3H)-yl)tetrahydrofuran-3,4-diyl dibenzoate C(C1=CC=CC=C1)(=O)O[C@H]1[C@@](O[C@@H]([C@H]1OC(C1=CC=CC=C1)=O)COC(C1=CC=CC=C1)=O)(N1N=CC(NC1=O)=O)C#N